C(C)[N+]1(C(CCCC1C)C)CC N,N-Diethyl-2,6-dimethylpiperidinium